S1N=CC=C1C=O (isothiazol-5-yl)methanone